(5-(7-((benzylamino)methyl)imidazo[1,5-a]pyridin-5-yl)-1-oxoisoindolin-2-yl)piperidine-2,6-dione C(C1=CC=CC=C1)NCC1=CC=2N(C(=C1)C=1C=C3CN(C(C3=CC1)=O)N1C(CCCC1=O)=O)C=NC2